2-chloro-N-(3-fluoro-6-methoxy-5-(2-(((1r,4r)-4-(methylamino)cyclohexyl)amino)quinazolin-6-yl)pyridin-2-yl)benzenesulfonamide ClC1=C(C=CC=C1)S(=O)(=O)NC1=NC(=C(C=C1F)C=1C=C2C=NC(=NC2=CC1)NC1CCC(CC1)NC)OC